1-(4-phenylphenyl)oxy-3-methoxy-2-propanol C1(=CC=CC=C1)C1=CC=C(C=C1)OCC(COC)O